BrC=1C=C(C=CC1)C(C(F)C1=NN=CN1C)C 3-(2-(3-bromophenyl)-1-fluoropropyl)-4-methyl-4H-1,2,4-triazole